5'-phenyl-[1,1':3',1''-terphenyl]-3,5-dithiol C1(=CC=CC=C1)C=1C=C(C=C(C1)C1=CC(=CC(=C1)S)S)C1=CC=CC=C1